2-(1-acryloyl-4-(8-chloro-4-(3-(dimethylamino)azetidin-1-yl)-6-fluoro-7-(isoquinolin-4-yl)-1H-imidazo[4,5-c]quinolin-1-yl)piperidin-2-yl)acetonitrile C(C=C)(=O)N1C(CC(CC1)N1C=NC=2C(=NC=3C(=C(C(=CC3C21)Cl)C2=CN=CC1=CC=CC=C21)F)N2CC(C2)N(C)C)CC#N